CC1(CCOC(=C1)C1=NC(=NC(=C1)OC1=CC=CC=C1)NS(=O)(=O)C1=CC=CC=C1)C N-[4-(4,4-Dimethyl-2,3-dihydropyran-6-yl)-6-phenoxy-pyrimidin-2-yl]benzenesulfonamide